NC(C)(C1CCC1)C1=NN(C2=CN=C(C=C21)NC2=CC=C1C(=N2)CC(OC1=O)(C)C)C 2-{[3-(1-Amino-1-cyclobutylethyl)-1-methylpyrazolo[3,4-c]pyridin-5-yl]amino}-7,7-dimethyl-7,8-dihydro-5H-pyrano[4,3-b]pyridin-5-one